(E)-3-methyl-thiophene-2-carboxylic acid CC1=C(SC=C1)C(=O)O